1-[(2,3-dihydro-1-benzofuran-5-yl)methyl]-4-[3-(methoxymethyl)-1,2,4-oxadiazol-5-yl]-N-methylpyrrolidine-3-carboxamide O1CCC2=C1C=CC(=C2)CN2CC(C(C2)C2=NC(=NO2)COC)C(=O)NC